[O-]C(=O)C(F)(F)F.N[C@H](C(=O)OCOC(C(=O)OC1CC2CCC(C1)[N+]21CCCC1)(C1=CC=CC=C1)C1=CC=CC=C1)C(C)C 3-(2-((((S)-2-amino-3-methylbutanoyl)oxy)methoxy)-2,2-diphenylacetoxy)spiro[bicyclo[3.2.1]octane-8,1'-pyrrolidin]-1'-ium TFA salt